Tert-butyl (4-(benzo[d][1,3]dioxol-4-ylamino)-6-(phenylcarbamoyl)pyridin-2-yl)carbamate O1COC2=C1C=CC=C2NC2=CC(=NC(=C2)C(NC2=CC=CC=C2)=O)NC(OC(C)(C)C)=O